methyl (1S,4R)-4-{1-[(3,5-difluorophenyl)carbamoyl]cyclopropane-amido}cyclopent-2-ene-1-carboxylate FC=1C=C(C=C(C1)F)NC(=O)C1(CC1)C(=O)N[C@H]1C=C[C@H](C1)C(=O)OC